ClC=1C2=C(N=CN1)C1=C(O2)C=2C(CC(C2C=C1)(C)C)(C)C 9-chloro-1,1,3,3-tetramethyl-2,3-dihydro-1H-indeno[5',4':4,5]furo[3,2-d]pyrimidine